1-((R)-3,3-Difluoro-4-((5-(1-((S)-1-hydroxypropan-2-yl)-1H-benzo[d][1,2,3]triazol-6-yl)-4-methoxypyrrolo[2,1-f][1,2,4]triazin-2-yl)amino)piperidin-1-yl)ethan-1-one FC1(CN(CC[C@H]1NC1=NN2C(C(=N1)OC)=C(C=C2)C=2C=CC1=C(N(N=N1)[C@H](CO)C)C2)C(C)=O)F